C(C)(C)OC(NC1=CC(=C(C=C1)C1=CN=C(S1)[C@@H]1CC[C@H](CC1)OC(NC(C)C)=O)S(NC(C)(C)C)(=O)=O)=O trans-N-[3-(tert-butylsulfamoyl)-4-[2-[4-(isopropylcarbamoyloxy)cyclohexyl]thiazol-5-yl]phenyl]carbamic acid isopropyl ester